tert-Butyl 2-(4-((3-(4-methoxy-3-(pentyloxy)phenyl)-2-oxotetrahydropyrimidin-1(2H)-yl)methyl)-1H-pyrrolo[2,3-b]pyridin-1-yl)acetate COC1=C(C=C(C=C1)N1C(N(CCC1)CC1=C2C(=NC=C1)N(C=C2)CC(=O)OC(C)(C)C)=O)OCCCCC